S1C(=NC2=C1C=CC=C2)C(CC2=CC(=CC=C2)C#N)NS(=O)(=O)C2=CC(=CC=C2)C(=O)N2CCOCC2 N-[1-(1,3-benzothiazol-2-yl)-2-(3-cyanophenyl)ethyl]-3-(morpholine-4-carbonyl)benzenesulfonamide